C(CC1=CC=CC=C1)NCC(=O)O Phenethyl-Glycine